((R)-1-aminoethyl)-N-(pyridine-4-yl)cyclohexane-1-formamide N[C@H](C)C1(CCCCC1)C(=O)NC1=CC=NC=C1